N-[(1S)-2-hydroxy-1-[2-(4-methylpiperazin-1-yl)pyridin-2-yl]ethyl]acetamide OC[C@H](C1(NC=CC=C1)N1CCN(CC1)C)NC(C)=O